N[C@H](C(C)C)C(=O)N[C@@H](CC(C)C)C(=O)N[C@@H](CCCCN)C(=O)O D-Valyl-L-Leucyl-L-Lysine